tert-butyl (1S,2R,5R)-2-(prop-1-en-2-yl)-3,8-diazabicyclo[3.2.1]octane-8-carboxylate C=C(C)[C@@H]1[C@@H]2CC[C@H](CN1)N2C(=O)OC(C)(C)C